COC1=C(C#N)C=CC(=C1)N1C=NC(=C1)CN1C[C@@H](N[C@@H](C1)C=1C(=C2COC(C2=CC1)=O)C)C 2-methoxy-4-(4-(((3s,5r)-3-methyl-5-(4-methyl-1-oxo-1,3-dihydroisobenzofuran-5-yl)piperazin-1-yl)methyl)-1H-imidazol-1-yl)benzonitrile